FC=1C=C(C=C(C1C1(CCS(CC1)(=O)=O)F)F)NC(OCC1=CC=CC=C1)=O benzyl [3,5-difluoro-4-(4-fluoro-1,1-dioxidotetrahydro-2H-thiopyran-4-yl)phenyl]carbamate